3-((3R,5S)-3-((5-(1,3,4-oxadiazol-2-yl)-1H-pyrrolo[2,3-b]pyridin-4-yl)amino)-5-methylpiperidin-1-yl)-3-oxopropanenitrile O1C(=NN=C1)C=1C(=C2C(=NC1)NC=C2)N[C@H]2CN(C[C@H](C2)C)C(CC#N)=O